NCC1=CC(=C(C=C1)NC(=O)C1=CC2=C(OCCC3=C2SC=C3)C=C1C=1C(=NC(=CC1)C(NCCC)=O)C(=O)OC)C(NC([2H])([2H])[2H])=O methyl 3-(9-((4-(aminomethyl)-2-((methyl-d3)carbamoyl)phenyl)carbamoyl)-4,5-dihydrobenzo[b]thieno[2,3-d]oxepin-8-yl)-6-(propylcarbamoyl)picolinate